O1C(OCC1)C=1C=CC(=NC1)C=1C(=C(N)C=C(C1)F)OC 3-[5-(1,3-Dioxolan-2-yl)pyridin-2-yl]-5-fluoro-2-methoxyaniline